C(C)S(=O)(=O)C=1C=CC(=NC1)C#N 5-(ethylsulfonyl)2-pyridinecarbonitrile